P(=O)(OC)(OC)OC(C)(C)OC1=CC(=CC(=C1C1=C(C=CC(=C1)C)C(=C)C)OC(C)(C)OP(=O)(OC)OC)CCCCC tetramethyl (((5'-methyl-4-pentyl-2'-(prop-1-en-2-yl)-[1,1'-biphenyl]-2,6-diyl)bis(oxy))bis(propane-2,2-diyl)) bis(phosphate)